ClC1=C(NC=2C(=CC=3C(C4=CC=CC=C4C(C3C2)=O)=O)OC2=C(C=CC=C2Cl)Cl)C(=CC=C1)Cl 3-(2,6-dichloroanilino)-2-(2,6-dichlorophenoxy)anthraquinone